CC1([N@@](C1)C(=O)OCC1=CC=CC=C1)C(=O)OC 1-benzyl 2-methyl (R)-2-methylaziridine-1,2-dicarboxylate